dioxo-1,4-dihydroquinoxaline-6-sulfonamide O=C1C(NC2=CC=C(C=C2N1)S(=O)(=O)N)=O